NC1=NC2=CC=CC=C2C(=C1)O 2-aminoquinoline-4-ol